ClC1=CC=C(C(=O)C=2C(=NC(=C(C2)C)C)C(=O)O)C=C1 3-(4-chlorobenzoyl)-5,6-dimethyl-pyridine-2-carboxylic acid